C(C)OC(\C=C\C(NC=1SC2=C(N1)C=CC=C2)=O)=O (E)-3-(Benzothiazol-2-ylcarbamoyl)-acrylic acid ethyl ester